(R)-2-(2-(((1-(6-amino-9H-purin-9-yl)propan-2-yl)oxy)methyl)-2-oxo-1,3,2-dioxaphosphinan-5-yl)acetic acid NC1=C2N=CN(C2=NC=N1)C[C@@H](C)OCP1(OCC(CO1)CC(=O)O)=O